ClC1=CNC2=C(C=CC(=C12)Cl)NS(=O)(=O)C=1C=NN(C1)C1(COC1)CO N-(3,4-Dichloro-1H-indol-7-yl)-1-[3-(hydroxymethyl)oxetan-3-yl]pyrazol-4-sulfonamid